1,7-bis(4-hydroxyphenylthio)3,5-dioxaheptane OC1=CC=C(C=C1)SCCOCOCCSC1=CC=C(C=C1)O